6-[(E)-2-ethoxyvinyl]-N-{[4-(2-methyl-2H-1,2,3-triazol-4-yl)phenyl]methyl}pyrimidin-4-amine C(C)O/C=C/C1=CC(=NC=N1)NCC1=CC=C(C=C1)C1=NN(N=C1)C